CN[C@@H](CS(=O)CC=C)C(=O)O Methyl-alliin